ClC1=C2CCN([C@@H](C2=C(C(=C1)F)OCC=1N=NN(C1C(F)F)C)CN1C(CCC1)=O)C(=O)OC(C)(C)C tert-butyl (S)-5-chloro-8-((5-(difluoromethyl)-1-methyl-1H-1,2,3-triazol-4-yl)methoxy)-7-fluoro-1-((2-oxopyrrolidin-1-yl)methyl)-3,4-dihydroisoquinoline-2(1H)-carboxylate